C(C1=CC=CC=C1)N1N=C2C(N(CCC2=C1Cl)[C@@H]1C(N(C2=C(OC1)C=C(C(=C2)O)O)C)=O)=O (S)-3-(2-benzyl-3-chloro-7-oxo-2,4,5,7-tetrahydro-6H-pyrazolo[3,4-c]pyridin-6-yl)-7,8-dihydroxy-5-methyl-2,3-dihydro-benzo[b][1,4]oxazepin-4(5H)-one